(E)-3-((2R,3S)-1-(tert-butyloxycarbonyl)-3-((tert-butyldimethylsilyl)oxy)piperidin-2-yl)acrylic acid C(C)(C)(C)OC(=O)N1[C@@H]([C@H](CCC1)O[Si](C)(C)C(C)(C)C)/C=C/C(=O)O